CCCCCCCCCCCCCCCCCCC(=O)O[C@H](COC(=O)CCCC/C=C\C/C=C\C/C=C\C/C=C\CC)COP(=O)([O-])OCC[N+](C)(C)C 1-(6Z,9Z,12Z,15Z-octadecatetraenoyl)-2-nonadecanoyl-glycero-3-phosphocholine